[N+](=O)([O-])C=1C=NN(C1)C1CCN(CC1)CC1CCC2(CCN(CC2)C(=O)OC(C)(C)C)CC1 tert-butyl 9-[[4-(4-nitropyrazol-1-yl)-1-piperidyl] methyl]-3-azaspiro[5.5]undecane-3-carboxylate